4-amino-N-Bocpiperidine NC1CCN(CC1)C(=O)OC(C)(C)C